7,9,11,12,13-pentahydroxyhexadec-2,4-dienal OC(CC=CC=CC=O)CC(CC(C(C(CCC)O)O)O)O